5,10,15,20-tetra(4-methoxyphenyl)-21H,23H-porphin iron (III) chloride [Fe](Cl)(Cl)Cl.COC1=CC=C(C=C1)C=1C2=CC=C(N2)C(=C2C=CC(C(=C3C=CC(=C(C=4C=CC1N4)C4=CC=C(C=C4)OC)N3)C3=CC=C(C=C3)OC)=N2)C2=CC=C(C=C2)OC